1,6-Di-(t-butylperoxycarbonyloxy)hexane C(C)(C)(C)OOC(=O)OCCCCCCOC(=O)OOC(C)(C)C